P(=O)([O-])([O-])[O-].[Nb+5].[O+2].[U+6] uranium oxygen niobium phosphate